CC1=CC=2OCCNC2N=C1 7-methyl-3,4-dihydro-2H-pyrido[3,2-b][1,4]oxazine